5-[(2,4-dichlorophenylamino)methylene]-2,2-dimethyl-1,3-dioxan-4,6-dione ClC1=C(C=CC(=C1)Cl)NC=C1C(OC(OC1=O)(C)C)=O